N[C@H](C(=O)O)CNC1=CC2=CC=CC=C2C=C1 (2S)-2-amino-3-(naphthalen-2-yl-Amino)propionic acid